tert-butyl (1-(6-bromo-1-((2-(trimethylsilyl)ethoxy)methyl)-1H-pyrrolo[3,2-b]pyridin-5-yl)-2-(3,5-difluorophenyl)ethyl)carbamate BrC=1C=C2C(=NC1C(CC1=CC(=CC(=C1)F)F)NC(OC(C)(C)C)=O)C=CN2COCC[Si](C)(C)C